CN1CC2C(C(C1)C2)CC(=O)O racemic-(3-methyl-3-aza-bicyclo[3.1.1]Hept-6-yl)-acetic acid